C1(CC1)S(=O)(=O)N1CC(CC1)N 1-(cyclopropylsulfonyl)pyrrolidin-3-amine